FC1([C@](C(N(C1)C)=O)(C1=CC(=NO1)C1=NC(=CC=C1)C1=NC(=NC=C1)NC=1C=NN(C1)C)O)F (R)-4,4-difluoro-3-hydroxy-1-methyl-3-(3-(6-(2-((1-methyl-1H-pyrazol-4-yl)amino)pyrimidin-4-yl)pyridin-2-yl)isoxazol-5-yl)pyrrolidin-2-one